BrC=1C(=NC(=C(C1)Br)C)Cl 3,5-dibromo-2-chloro-6-methylpyridine